2-(2-(1,1-dioxothiomorpholinyl)-2-oxoethyl)imidazo[4,5-d]Pyridine O=S1(CCN(CC1)C(CC1=NC=2C(=CC=NC2)N1)=O)=O